6-chloro-N-[2-(dimethylamino)ethyl]-3-methyl-1-(oxan-2-yl)pyrazolo[3,4-d]pyrimidin-4-amine ClC1=NC(=C2C(=N1)N(N=C2C)C2OCCCC2)NCCN(C)C